(1R,2S,3R,5S)-3-(4-(Methylamino)-7H-pyrrolo[2,3-d]pyrimidin-7-yl)-5-(((3-(phenethylamino)propyl)sulfonyl)methyl)cyclopentane-1,2-diol CNC=1C2=C(N=CN1)N(C=C2)[C@H]2[C@@H]([C@@H]([C@H](C2)CS(=O)(=O)CCCNCCC2=CC=CC=C2)O)O